(4S)-4-[[3-[2-hydroxy-6-methyl-4-(trifluoromethyl)phenyl]-5,6-dihydropyrrolo[2,3-c]pyridazin-7-yl]methyl]-1-methyl-pyrrolidin-2-one OC1=C(C(=CC(=C1)C(F)(F)F)C)C1=CC2=C(N=N1)N(CC2)C[C@@H]2CC(N(C2)C)=O